COC1(CCN(CC1)C(=O)OCC1=CC=CC=C1)CC=O benzyl 4-methoxy-4-(2-oxoethyl)piperidine-1-carboxylate